2-((3,3-difluorocyclobutyl)difluoromethyl)-4-methoxypyridine FC1(CC(C1)C(C1=NC=CC(=C1)OC)(F)F)F